3-(3,5-dichloro-2-fluoro-4-(2-fluoro-4-hydroxy-3-isopropylbenzyl)phenyl)propionyl chloride ClC=1C(=C(C=C(C1CC1=C(C(=C(C=C1)O)C(C)C)F)Cl)CCC(=O)Cl)F